6-maleimidohexanoate C1(C=CC(N1CCCCCC(=O)[O-])=O)=O